2,2-di-n-propyl-1,3-dimethoxypropane C(CC)C(COC)(COC)CCC